2-METHYLNAPHTHALENE-5-BORONIC ACID CC1=CC=2C=CC=C(C2C=C1)B(O)O